6-(2-(tert-butylamino)-2-oxoacetyl)-2,2-difluoro-N-((S)-3-oxo-1-((S)-2-oxopyrrolidin-3-yl)-4-(trifluoromethoxy)butan-2-yl)-6-azaspiro[3.4]octane-7-carboxamide C(C)(C)(C)NC(C(=O)N1CC2(CC(C2)(F)F)CC1C(=O)N[C@@H](C[C@H]1C(NCC1)=O)C(COC(F)(F)F)=O)=O